2,4-di-t-butyl-6-chloro-1,3,5-triazine C(C)(C)(C)C1=NC(=NC(=N1)C(C)(C)C)Cl